C(C)(C)(C)OC(N(C)C1CC2=C(C(=C(S2)Cl)C)CC1)=O.C(CC)OC1(C(CC)O1)NC(C(=C)C)=O N-(4-epoxypropoxybutyl)methacrylamide tert-butyl-N-(2-chloro-3-methyl-4,5,6,7-tetrahydrobenzothiophen-6-yl)-N-methyl-carbamate